1-(4-chloro-3-(trifluoromethyl)phenyl)-3-(4-((5-(3-(4,4-dimethylpiperidin-1-yl)propoxy)-2,3-dihydro-[1,4]dioxino[2,3-f]quinolin-10-yl)oxy)phenyl)urea ClC1=C(C=C(C=C1)NC(=O)NC1=CC=C(C=C1)OC1=CC=NC2=CC(=C3C(=C12)OCCO3)OCCCN3CCC(CC3)(C)C)C(F)(F)F